BrC(C1=C2C=CNC2=CC=C1OC)([2H])[2H] 4-(bromomethyl-d2)-5-methoxy-1H-indole